FC(C(=O)O)(F)F.C1(CC1)N1C(N2[C@@H]([C@@H](NCC2)C(=O)OC)C1)=O trans-methyl 2-cyclopropyl-3-oxo-1,5,6,7,8,8a-hexahydroimidazo[1,5-a]pyrazine-8-carboxylate Trifluoroacetic Acid Salt